tert-butyl 5-(bromomethyl)indazole-1-carboxylate BrCC=1C=C2C=NN(C2=CC1)C(=O)OC(C)(C)C